1-hydroxymethyl-6-methylpyrene OCC1=CC=C2C=CC3=C(C=CC4=CC=C1C2=C34)C